FC(OC1=C(C(=O)OC(C)(C)C)C(=CC(=C1)C=1N(N=C2C=C(C=C(C12)OC(F)F)C=1C=NN(C1)C)C)OC)F tert-butyl 2-(difluoromethoxy)-4-[4-(difluoromethoxy)-2-methyl-6-(1-methylpyrazol-4-yl)indazol-3-yl]-6-methoxybenzoate